N[C@@H](CCCNC(=O)N)C(=O)O E-citrulline